C(C1=CC=CC=C1)OC(=O)N[C@H](CC(=O)O)CC(=O)C(C)(C)C (3S)-3-(benzyloxycarbonylamino)-5-tert-butyl-5-oxo-pentanoic acid